O[C@H]1[C@@H](O[C@@H]([C@H]1O)CO)N1C=2N=CNC(C2N=C1)=O 9-[(2R,3R,4S,5R)-3,4-dihydroxy-5-(hydroxymethyl)oxolan-2-yl]-1H-purin-6-one